6-(1-((3-(5-Methyl-1,2-oxazol-3-yl)-[1,2,4]triazolo[3,4-a]phthalazin-6-yl)oxy)ethyl)-N-((1R,3R)-3-cyanocyclobutyl)pyridine-3-carboxamide CC1=CC(=NO1)C1=NN=C2N1N=C(C1=CC=CC=C21)OC(C)C2=CC=C(C=N2)C(=O)NC2CC(C2)C#N